OC1CN(C1)C(=O)O[C@@H]1CC[C@H](CC1)C(N(C[C@@H]1CC[C@H](CC1)C1=NC(=C(C=C1)OC)C)C1=NC=CC(=C1)C=1C=NN(C1)C1CC1)=O trans-4-((4-(1-Cyclopropyl-1H-pyrazol-4-yl)pyridin-2-yl)((trans-4-(5-methoxy-6-methylpyridin-2-yl)cyclohexyl)methyl)carbamoyl)cyclohexyl 3-hydroxyazetidine-1-carboxylate